1,3,5-tris(hydroxymethyl)aminomethyl-(dianilino)benzene OCNCC1=C(C(=C(C(=C1)CNCO)NC1=CC=CC=C1)CNCO)NC1=CC=CC=C1